3-chloro-5-(1-(4-fluorophenyl)-1H-pyrazol-4-yl)-4-methylpicolinonitrile ClC=1C(=NC=C(C1C)C=1C=NN(C1)C1=CC=C(C=C1)F)C#N